N-((1,2,3,5,6,7-hexahydro-s-indacen-4-yl)carbamoyl)-6,7-dihydro-5H-cyclopenta[b]pyridine-3-sulfonamide C1CCC2=C(C=3CCCC3C=C12)NC(=O)NS(=O)(=O)C=1C=C2C(=NC1)CCC2